O1CC(CCC1)CN1N=C(C2=CC=CC=C12)C(=O)O 1-((tetrahydro-2H-pyran-3-yl)methyl)-1H-indazole-3-carboxylic acid